2-Tertiary butyl-5-methylphenol C(C)(C)(C)C1=C(C=C(C=C1)C)O